C(=O)(O)SCCNC(CCNC([C@@H](C(COP(OP(OC[C@@H]1[C@H]([C@H]([C@@H](O1)N1C=NC=2C(N)=NC=NC12)O)OP(=O)(O)O)(=O)O)(=O)O)(C)C)O)=O)=O carboxyl-coenzyme A